N-[3-chloro-4-[4-(piperidine-4-carbonyl)piperazine-1-carbonyl]phenyl]-5-[2-fluoro-6-[5-(4-methoxy-phenyl)-1H-pyrazol-4-yl]-3-pyridyl]-1-methyl-imidazole-2-carboxamide ClC=1C=C(C=CC1C(=O)N1CCN(CC1)C(=O)C1CCNCC1)NC(=O)C=1N(C(=CN1)C=1C(=NC(=CC1)C=1C=NNC1C1=CC=C(C=C1)OC)F)C